2-methyl-5-((5-(trifluoromethyl)pyridin-3-yl)methoxy)benzofuran CC=1OC2=C(C1)C=C(C=C2)OCC=2C=NC=C(C2)C(F)(F)F